(S)- and (R)-2-((4-methoxyphenethyl)amino)-1-(7-methyl-1H-indol-3-yl)-2-phenylethan-1-one COC1=CC=C(CCN[C@H](C(=O)C2=CNC3=C(C=CC=C23)C)C2=CC=CC=C2)C=C1 |r|